COC=1N=C2C(=CC=NC2=CC1OC)OC1=CC=C(C=C1)NC(=O)C1=CN(C=C(C1=O)C1=CC=CC=C1)C N-[4-[(6,7-dimethoxy-1,5-naphthyridin-4-yl)oxy]phenyl]-1-methyl-4-oxo-5-phenylpyridine-3-carboxamide